3-{2-[(S)-Benzyloxycarbonylamino(4-methylcyclohexyl)methyl]-4-fluoro-1H-benzimidazol-5-yl}-4-(dimethylcarbamoyl)pyrrolidine-1-carboxylic acid tert-butyl ester C(C)(C)(C)OC(=O)N1CC(C(C1)C(N(C)C)=O)C1=C(C2=C(NC(=N2)[C@H](C2CCC(CC2)C)NC(=O)OCC2=CC=CC=C2)C=C1)F